9,9'-bis(4-(4-aminophenoxy)phenyl)-3,3'-bicarbazole NC1=CC=C(OC2=CC=C(C=C2)N2C3=CC=CC=C3C=3C=C(C=CC23)C=2C=CC=3N(C4=CC=CC=C4C3C2)C2=CC=C(C=C2)OC2=CC=C(C=C2)N)C=C1